4-(6-Fluoro-4-(1,4-dioxa-8-azaspiro[4.5]decan-8-yl)quinoline-3-carbonyl)-N,N-dimethylpiperazine-1-carboxamide FC=1C=C2C(=C(C=NC2=CC1)C(=O)N1CCN(CC1)C(=O)N(C)C)N1CCC2(OCCO2)CC1